NC=1C2=C(N=CN1)N(C(=C2C2=C(C[C@@H](CC2)C(=O)N2CCCC2)F)C2=CC=C(C=C2)NC(C(=C)C)=O)C (R)-N-(4-(4-amino-5-(2-fluoro-4-(pyrrolidine-1-carbonyl)cyclohex-1-en-1-yl)-7-methyl-7H-pyrrolo[2,3-d]pyrimidin-6-yl)phenyl)methacrylamide